3-({[(4R)-7-[(4-fluorophenyl)thio]-3,4-dihydro-2H-1-benzopyran-4-yl]methyl}amino)pyridine-4-carboxylic acid methyl ester COC(=O)C1=C(C=NC=C1)NC[C@@H]1CCOC2=C1C=CC(=C2)SC2=CC=C(C=C2)F